5-ethyl-6-fluoronaphthalen-2-amine C(C)C1=C2C=CC(=CC2=CC=C1F)N